NC=1C=2N(C3=CC(=C(C=C3N1)F)C(=O)N([C@@H]1CCC3=CC(=CC=C13)C(F)(F)F)C)C=NC2 (R)-4-amino-7-fluoro-N-methyl-N-(5-(trifluoromethyl)-2,3-dihydro-1H-inden-1-yl)imidazo[1,5-a]quinoxaline-8-carboxamide